tert-butyl 6-(7-((tert-butoxycarbonyl)(4-(pyridin-2-yl)benzyl)amino)-3-cyclopropylpyrazolo[1,5-a]pyrimidin-5-yl)-2,6-diazaspiro[3.3]heptane-2-carboxylate C(C)(C)(C)OC(=O)N(C1=CC(=NC=2N1N=CC2C2CC2)N2CC1(CN(C1)C(=O)OC(C)(C)C)C2)CC2=CC=C(C=C2)C2=NC=CC=C2